N1(CCCCC1)CCOC1=CC=C(C(=O)NC2=C(C=CC=C2)C2=NN(C=C2)C(=O)OC(C)(C)C)C=C1 Tert-butyl 3-(2-(4-(2-(piperidin-1-yl)ethoxy)benzamido)phenyl)-1H-pyrazole-1-carboxylate